C(CCC)C1=NC2=CC=C(C=C2C(=C1)OC)OCCCCCCN1C(CCCC1)C 2-butyl-4-methoxy-6-((6-(2-methylpiperidin-1-yl)hexyl)oxy)quinoline